CN(C)C=1C(=C(C(=C(C1O)C)N(C)C)N(C)C)N(C)C.[Ti] titanium tetra(dimethylamino)cresol